C1(CC1)OC=1N=C2C(=NC1NS(=O)(=O)C)N(C(=N2)C2=NC(=CC=C2)OCC)C2=C(C=CC=C2OC)OC N-(5-Cyclopropoxy-1-(2,6-dimethoxyphenyl)-2-(6-ethoxypyridin-2-yl)-1H-imidazo[4,5-b]pyrazin-6-yl)methanesulfonamide